C1(CCC1)N[C@@H]1[C@H](C1)C=1C=C(SC1)C(=O)NC=1SC(=NN1)C 4-((1R,2S)-2-(cyclobutylamino)-cyclopropyl)-N-(5-methyl-1,3,4-thiadiazol-2-yl)thiophene-2-carboxamide